CC=1N=CN(C1)C=1C=C(C=C(C1)C(F)(F)F)NC(OC1=CC=CC=C1)=O phenyl (3-(4-methyl-1H-imidazol-1-yl)-5-(trifluoromethyl)phenyl)carbamate